C(C)(C)(C)N(C(O)=O)C=1NC(C2=C(N1)C(=CN=C2N(C(O)=O)C(C)(C)C)Br)=O.C(N)(O)=O.C(N)(O)=O dicarbamate (Di-tert-butyl (8-bromo-4-oxo-3,4-dihydropyrido[4,3-d]pyrimidine-2,5-diyl) dicarbamate)